Cl.Cl.FC1=C(C=CC(=C1)F)CC1=CC2=C(C=N1)C(CN2C(CN2[C@H](CN[C@@H](C2)C)CN2CCOCC2)=O)(C)C 1-{6-[(2,4-Difluorophenyl)methyl]-3,3-dimethyl-1H,2H,3H-pyrrolo[3,2-c]pyridin-1-yl}-2-[(2R,5R)-5-methyl-2-(morpholin-4-ylmethyl)piperazin-1-yl]ethan-1-one dihydrochloride